N,N'-diallyl-2,3,5,6-tetraketopiperazine C(C=C)N1C(C(N(C(C1=O)=O)CC=C)=O)=O